C1N(CC2=CC=CC=C12)CC=1OC=C(C(C1)=O)OCC1CCN(CC1)S(=O)(=O)C1=CC=NN1C 2-(isoindolin-2-ylmethyl)-5-((1-((1-methyl-1H-pyrazol-5-yl)sulfonyl)piperidin-4-yl)methoxy)-4H-pyran-4-one